C(=C)[Si]1=BN=CC=C1 vinyl-silaborazine